BrC1=CC=C2C=C(C(=NC2=C1F)C)CC(=O)OC Methyl 2-(7-bromo-8-fluoro-2-methylquinolin-3-yl)acetate